(3S,4R)-4-(4-bromophenyl)-3-fluoro-1-(2-fluoro-5-methoxy-4-nitrophenyl)piperidine BrC1=CC=C(C=C1)[C@@H]1[C@@H](CN(CC1)C1=C(C=C(C(=C1)OC)[N+](=O)[O-])F)F